1-(2,5-dichloro-4-ethoxy-phenyl)-3-[(1S)-1-(2-pyrimidin-2-yl-1,2,4-triazol-3-yl)ethyl]urea ClC1=C(C=C(C(=C1)OCC)Cl)NC(=O)N[C@@H](C)C=1N(N=CN1)C1=NC=CC=N1